C1(CC1)C(=O)ON1C(C2(C1)CCN(CC2)C=2C=C(C=1N(C2)C(=C(N1)CC)N(C)C=1SC(=C(N1)C1=CC=C(C=C1)F)C#N)C)CC ethyl-(7-(3-((5-cyano-4-(4-fluorophenyl) thiazol-2-yl) (methyl) amino)-2-ethyl-8-methylimidazo[1,2-a]pyridin-6-yl)-2,7-diazaspiro[3.5]non-2-yl) cyclopropane-1-carboxylate